OC1=C(C=C(C=C1)C)C1=C(C=CC(=C1)C)O 2,2'-dihydroxy-5,5'-dimethylbiphenyl